[4-[5-methyl-3-(trifluoromethyl)pyrazol-1-yl]phenyl]methylamine CC1=CC(=NN1C1=CC=C(C=C1)CN)C(F)(F)F